methyl 3-(1,4-dimethyl-1H-benzo[d][1,2,3]triazol-5-yl)-3-(3-(((R)-4-ethyl-3,4-dihydro-[1,4]oxazepino[7,6-c]quinolin-2(1H)-yl)methyl)-4-methylphenyl)-2,2-dimethylpropanoate CN1N=NC2=C1C=CC(=C2C)C(C(C(=O)OC)(C)C)C2=CC(=C(C=C2)C)CN2C[C@H](OC=1C=NC=3C=CC=CC3C1C2)CC